methyl 3-(3-(difluoromethoxy)phenyl)-2-isopropyl-2,4,6,7-tetrahydropyrano[4,3-c]pyrazole-6-carboxylate FC(OC=1C=C(C=CC1)C1=C2C(=NN1C(C)C)CC(OC2)C(=O)OC)F